2-oxo-1-(tetrahydro-2H-pyran-4-yl)-1,2-dihydropyridine-3-carboxylic acid O=C1N(C=CC=C1C(=O)O)C1CCOCC1